((4-methylpiperazin-1-yl)methyl)-[1,1'-biphenyl] CN1CCN(CC1)CC1=C(C=CC=C1)C1=CC=CC=C1